6-(1-methyl-1H-pyrazol-4-yl)pyrazolo[1,5-a]pyrazine CN1N=CC(=C1)C=1N=CC=2N(C1)N=CC2